C12(CC3CC(CC(C1)C3)C2)CS(=O)(=O)NC(=O)C=2N=NC(=CC2)N2CCN(CC2)CC2=CC(=C(C=C2)C=2C=NC=C(C2)O)C N-(1-Adamantylmethylsulfonyl)-6-[4-[[4-(5-hydroxypyridin-3-yl)-3-methylphenyl]methyl]piperazin-1-yl]pyridazine-3-carboxamide